[C@@H]1([C@H](O)[C@@H](O)[C@H](O)[C@H](O1)CO)N1C2=CC(=CC=C2C=2C3=C(C4=C(C12)NC=1C=C(C=CC14)O)C(N(C3=O)NC(CO)CO)=O)O 12-β-glucopyranosyl-12,13-dihydro-2,10-dihydroxy-6-[[2-hydroxy-1-(hydroxymethyl)ethyl]amino]-5H-indolo[2,3-a]pyrrolo[3,4-c]carbazole-5,7(6H)-dione